NC1=C2C(=NC=N1)N(N=C2C#CC2=CC1=C(N(C=N1)C1CC1)C=C2F)[C@@H]2CN(CC2)C(C=C)=O (S)-1-(3-(4-Amino-3-((1-cyclopropyl-6-fluoro-1H-benzo[d]imidazol-5-yl)ethynyl)-1H-pyrazolo[3,4-d]pyrimidin-1-yl)pyrrolidin-1-yl)prop-2-en-1-one